(S)-3-((2-chloro-5-(4-(2-hydroxypropan-2-yl)thiazol-2-yl)pyridin-4-yl)amino)butan-1-ol ClC1=NC=C(C(=C1)N[C@H](CCO)C)C=1SC=C(N1)C(C)(C)O